N-(Imidazoylethyl)glycine N1C(=NC=C1)C(=O)CCNCC(=O)O